ClC=1C=C(C=CC1)C(CC(=O)O)C1=CC2=CC(=CC=C2C=C1)OCC(=O)NC1CCCCCC1 3-(3-Chlorophenyl)-3-(7-(2-(cycloheptylamino)-2-oxoethoxy)naphthalen-2-yl)propanoic acid